sulfur compound with oxygen [O].[S]